C(CCC)C(C(C(C(=O)[O-])(CCCC)CCCC)(O)C(=O)[O-])C(=O)[O-] tributyl-citrate